Cl.Cl.ClC1=C(C=CC=C1)C1=CC2=C(NC(=N2)CCN)C=C1 2-(5-(2-chlorophenyl)-1H-benzo[d]imidazol-2-yl)ethan-1-amine dihydrochloride